O1N=C(C=C1)C(=O)NC1CCCCC1 isoxazoleamidocyclohexane